C1(=CC=C(C=C1)N(C1=CC=C(C=C1)C1=CC=C(C=C1)C1=CC=CC=C1)C1=CC=C(C=C1)C1=CC=C(C=C1)C1=C(C=CC=C1)C1=CC=CC=C1)C1=CC=CC=C1 biphenyl-4-yl-(2'-phenyl-[1,1':4,1'']terphenyl-4''-yl)-([1,1':4',1'']terphenyl-4''-yl)-amine